C1CC(CCCNCCN(CCNC1)CC2=CC=C(C=C2)CNCC3=CC=CC=N3)F N-[4-(11-fluoro-1,4,7-triazacyclotetradecanyl)-1,4-phenylenebis(methylene)]-2-(aminomethyl)pyridine